(S)-2-(3,5-dimethyl-1H-pyrazol-1-yl)propanoic acid CC1=NN(C(=C1)C)[C@H](C(=O)O)C